decendioic acid C(C=CCCCCCCC(=O)O)(=O)O